[[2-[(2S,5R)-2-(4-hydroxycyclohexyl)-5-methyl-1-piperidyl]-2-oxo-acetyl]amino]pyridine-3-carboxamide OC1CCC(CC1)[C@H]1N(C[C@@H](CC1)C)C(C(=O)NC1=NC=CC=C1C(=O)N)=O